(S)-N-(1-(1-(4-fluorophenyl)-6-methoxy-1H-indazol-5-yl)pyrrolidin-4-yl)-N-methyl-1-propyl-1H-pyrazole-4-sulfonamide FC1=CC=C(C=C1)N1N=CC2=CC(=C(C=C12)OC)N1CC[C@@H](C1)N(S(=O)(=O)C=1C=NN(C1)CCC)C